NC=1C=C2C(=NN(C2=CC1)C1OCCCC1)C(=O)NC 5-amino-N-methyl-1-(tetrahydro-2H-pyran-2-yl)-1H-indazole-3-carboxamide